C1CC12NCCN(C2)C2CN(CC2)C(=O)OC(C)(C)C tert-Butyl 3-(4,7-diazaspiro[2.5]octan-7-yl)pyrrolidine-1-carboxylate